FC(C(=O)O)=CC(S(=O)(=O)C)=O 2-fluoro-4-methanesulfonyloxo-but-2-enoic acid